2,5-dimethoxy-4-ethylsulfanyl-N-hydroxyphenylethylamine COC1=C(C=C(C(=C1)SCC)OC)CCNO